2-(((1R)-1-(2-cyano-3-(5,5-difluorohexahydrocyclopenta[c]pyrrol-2(1H)-yl)-7-methylquinoxalin-5-yl)ethyl)amino)benzoic acid C(#N)C1=NC2=CC(=CC(=C2N=C1N1CC2C(C1)CC(C2)(F)F)[C@@H](C)NC2=C(C(=O)O)C=CC=C2)C